Strontium bromide hydrate O.[Br-].[Sr+2].[Br-]